(E)-2-oxo-2,3-dihydro-1H-benzo[d]imidazole-5-formaldoxime O=C1NC2=C(N1)C=CC(=C2)\C=N\O